N[C@H]1CCC2=C(C(=C(S2)NC(=O)[C@@H]2C[C@H](C2)F)C(=O)OCC)C1 ethyl (5S)-5-amino-2-[trans-(3-fluorocyclobutanecarbonyl)amino]-4,5,6,7-tetrahydrobenzothiophene-3-carboxylate